C(C)C=1C(NC2=CC(=NC=C2C1)CN1CCN(CC1)C=1C=CC(=NC1F)C(=O)NC)=O 5-[4-[(3-ethyl-2-oxo-1H-1,6-naphthyridin-7-yl)methyl]piperazin-1-yl]-6-fluoro-N-methylpyridine-2-carboxamide